8-(2,3,3a,4,6,6a-hexahydro-1H-pyrrolo[3,4-c]pyrrol-5-yl)-5-methyl-6-oxo-1,5-naphthyridine-2-carbonitrile C1NCC2C1CN(C2)C2=CC(N(C=1C=CC(=NC21)C#N)C)=O